NC=1N=C(C2=C(N1)C=CN(C2=O)CC2CCN(CC2)C(=O)O)NCCCC 4-((2-Amino-4-(butylamino)-5-oxopyrido[4,3-d]pyrimidin-6(5H)-yl)methyl)piperidine-1-carboxylic acid